ClC1=C(C=CC=C1)C1(CC1)C1=NOC(=N1)C1=NN(C(=C1)C(F)F)C 3-(1-(2-chlorophenyl)cyclopropyl)-5-(5-(difluoromethyl)-1-methyl-1H-pyrazol-3-yl)-1,2,4-oxadiazole